BrC=1C(=C2C(=NN(C(C2=CC1)=O)CC(=O)O)C(C)F)F 2-(6-bromo-5-fluoro-4-(1-fluoroethyl)-1-oxophthalazin-2(1H)-yl)acetic acid